N[C@@H]1CC[C@H](CC1)OC=1C=CC2=C(CC(C=3C(=NC=NC23)N)(C)C)C1N1C=C(C=C1)OC 8-(trans-4-aminocyclohexyloxy)-7-(3-methoxypyrrol-1-yl)-5,5-dimethyl-6H-benzo[H]quinazolin-4-amine